{4-(naphthalene-1-yl)-phenyl}-{4-(naphthalene-2-yl)-phenyl}-(2'-phenyl-[1,1':4',1'']terphenyl-4''-yl)-amine C1(=CC=CC2=CC=CC=C12)C1=CC=C(C=C1)N(C1=CC=C(C=C1)C1=CC(=C(C=C1)C1=CC=CC=C1)C1=CC=CC=C1)C1=CC=C(C=C1)C1=CC2=CC=CC=C2C=C1